7-chloro-N-((S)-1-(((S)-1-cyano-2-((S)-2-oxopiperidin-3-yl)ethyl)amino)-4,4-dimethyl-1-oxopentan-2-yl)-1H-indole-2-carboxamide ClC=1C=CC=C2C=C(NC12)C(=O)N[C@H](C(=O)N[C@@H](C[C@H]1C(NCCC1)=O)C#N)CC(C)(C)C